ClC=1C=C(O[C@H]2CC(NC2)=O)C=CC1C=1N(C2=NC=NC(=C2N1)OC1(CC1)C)CC1=NC=CC(=C1)C (S)-4-(3-chloro-4-(6-(1-methylcyclopropoxy)-9-((4-methylpyridin-2-yl)methyl)-9H-purin-8-yl)phenoxy)pyrrolidin-2-one